tripropyl-1,3,5,2λ5,4λ5,6λ5-trioxatriphosphine-2,4,6-trione C(CC)P1(OP(OP(O1)(=O)CCC)(=O)CCC)=O